OC[C@H](C1=NC=CC=C1)NC(=O)C1=CC2=CC=CC(=C2C=C1)OC1=CC=C(C=C1)C(F)(F)F (S)-N-(2-hydroxy-1-(pyridin-2-yl)ethyl)-5-(4-(trifluoromethyl)phenoxy)-2-naphthamide